(1R,3S)-3-(3-(2-(1-(2-(1,3-dioxolan-2-yl)-3-((4-methoxybenzyl)oxy) phenyl)-1H-pyrazol-4-yl)acetamido)-1H-pyrazol-5-yl)cyclopentyl isopropylcarbamate C(C)(C)NC(O[C@H]1C[C@H](CC1)C1=CC(=NN1)NC(CC=1C=NN(C1)C1=C(C(=CC=C1)OCC1=CC=C(C=C1)OC)C1OCCO1)=O)=O